C/C(/C(=O)OCC\C=C/CC)=C\C [(Z)-hex-3-enyl] (E)-2-methylbut-2-enoate